C1CC[I-]C(=N)C1 iminoiodinane